9-methyl-tetracyclo[6.2.1.13,6.02,7]-4-dodecene CC1C2C3C4C=CC(C3C(C1)C2)C4